(E)-N,N-dicyclohexyl-3-(4-methoxy-phenyl)-acrylamide C1(CCCCC1)N(C(\C=C\C1=CC=C(C=C1)OC)=O)C1CCCCC1